C(#N)C=1C=C2C(=NC1)[C@]1([C@@](O2)([C@@H]([C@H]([C@H]1O)C(=O)OC)C1=CC=CC=C1)C1=CC=C(C=C1)OC)O |r| rac-methyl (5aR,6S,7R,8R,8aS)-3-cyano-8,8a-dihydroxy-5a-(4-methoxyphenyl)-6-phenyl-5a,7,8,8a-tetrahydro-6H-cyclopenta[4,5]furo[3,2-b]pyridine-7-carboxylate